N1C=CC=2C1=NC=CC2CN2C(N(CCC2C)C2=CC(=C(C=C2)OC)OCCCCC)=O ((1H-pyrrolo[2,3-b]pyridin-4-yl)methyl)-1-(4-methoxy-3-(pentyloxy)phenyl)-4-methyltetrahydropyrimidin-2(1H)-one